(1r,3r)-3-(4-bromo-3-methylphenoxy)cyclobutane-1-amine hydrochloride Cl.BrC1=C(C=C(OC2CC(C2)N)C=C1)C